(S)-tert-butyl 2-(6-chloro-2-((S)-3,3,3-trifluoro-2-Methoxy-2-methylpropionyl)-1,2,3,4-tetrahydroisoquinolin-8-yl)pyrrolidine-1-carboxylate ClC=1C=C2CCN(CC2=C(C1)[C@H]1N(CCC1)C(=O)OC(C)(C)C)C([C@](C(F)(F)F)(C)OC)=O